(S or R)-5-chloro-2-(4,4-difluoro-3-methylpiperidin-1-yl)-N-(2-sulfamoylpyridin-4-yl)-6-(trifluoromethyl)nicotinamide ClC=1C(=NC(=C(C(=O)NC2=CC(=NC=C2)S(N)(=O)=O)C1)N1C[C@@H](C(CC1)(F)F)C)C(F)(F)F |o1:22|